6-Cyano-pyridine-2-sulfonic acid quinolin-8-ylamide N1=CC=CC2=CC=CC(=C12)NS(=O)(=O)C1=NC(=CC=C1)C#N